BrC=1C(=CC(=C(C1)[Si](C)(C)C)F)F (5-bromo-2,4-difluorophenyl)trimethylsilane